(E)-5-(2,4-Dioxotetrahydropyrimidin-1(2H)-yl)-3-hydroxypicolinaldehyde oxime O=C1N(CCC(N1)=O)C=1C=C(C(=NC1)/C=N/O)O